BrC(C)C1=NN(C=2N(C(C=3C=C(C=CC3C21)C)=O)C)CC2=CC=C(C=C2)OC (1-bromoethyl)-3-(4-methoxybenzyl)-4,7-dimethyl-3,4-dihydro-5H-pyrazolo[3,4-c]isoquinolin-5-one